1-(3-chlorophenyl)-3-(6-(2-hydroxy-prop-2-yl)isoquinolin-4-yl)-2-oxo-imidazoline-4-carbonitrile ClC=1C=C(C=CC1)N1C(N(C(C1)C#N)C1=CN=CC2=CC=C(C=C12)C(C)(C)O)=O